2-[2-[bis[(4-methoxyphenyl)methyl]amino]-5-methoxy-4-pyridyl]-2-methyl-propanenitrile COC1=CC=C(C=C1)CN(C1=NC=C(C(=C1)C(C#N)(C)C)OC)CC1=CC=C(C=C1)OC